C1(=CC=CC=C1)[C@H]1CC[C@H](CC1)OC[C@@H]1N(CCC[C@@H]1C1=NNC=C1)C(=O)OCCC#CC pent-3-yn-1-yl (CIS)-2-((((CIS)-4-phenylcyclohexyl)oxy)methyl)-3-(1H-pyrazol-3-yl)piperidine-1-carboxylate